C(C)OC1=C(C=CC=C1)C1=CC=C(C(=N1)C(=O)O)F 6-(2-ethoxyphenyl)-3-fluoropicolinic acid